C(C1=CC=CC=C1)C1C(N(CC1)C=1C=CC2=C(C1)COC1=CN=CC=C12)=O 3-benzyl-1-(6H-isochromeno[3,4-c]pyridin-8-yl)pyrrolidin-2-one